[K].C(CCCCCCC\C=C/C[C@H](O)CCCCCC)(=O)OCCCCCCCC octyl ricinoleate potassium